NC=1C=C(C=CC1C)N1C(C=CC2=CN=C3C(=C12)C=C(C=C3)N3CCOCC3)=O 1-(3-Amino-4-methylphenyl)-9-morpholinobenzo[h][1,6]naphthyridin-2(1H)-one